C(C1=CC=CC=C1)OC1=NC(=CC=C1N1C(N(C2=C1C=CC(=C2)N2C=CC1=CC(=CC=C21)CC(=O)O)C)=O)OCC2=CC=CC=C2 2-[1-[1-(2,6-dibenzyloxy-3-pyridyl)-3-methyl-2-oxo-benzimidazol-5-yl]indol-5-yl]acetic acid